4,5-Dichloro-N-(1-(chloromethyl)-2-oxo-1,2-dihydropyridin-4-yl)-2-(4-fluoro-2-methoxyphenoxy)benzamid ClC1=CC(=C(C(=O)NC2=CC(N(C=C2)CCl)=O)C=C1Cl)OC1=C(C=C(C=C1)F)OC